CN1N=NC2=C1C=CC(=C2C)C(C(C(=O)O)(C)C)C2=CC(=C(C=C2)C)CN2C[C@H](OC1=CC=3C(=CC=NC3C=C1C2)C)CC 3-(1,4-dimethyl-1H-benzo[d][1,2,3]triazol-5-yl)-3-(3-(((R)-2-ethyl-10-methyl-2,3-dihydro-[1,4]oxazepino[7,6-g]quinolin-4(5H)-yl)methyl)-4-methylphenyl)-2,2-dimethylpropanoic acid